ClC1=C(C=C(C=C1F)F)F 2-chloro-1,3,5-trifluorobenzene